1-allyl-3-(naphthalen-2-yl)-1H-pyrazolo[3,4-d]pyrimidin-4-amine C(C=C)N1N=C(C=2C1=NC=NC2N)C2=CC1=CC=CC=C1C=C2